N-[2-[(1S)-1-[[2-[4-[4-(2,6-dioxo-3-piperidyl)phenyl]-1-piperidyl]acetyl]amino]-2-phenyl-ethyl]-7-isopropoxy-imidazo[1,2-a]pyridin-6-yl]-6-(trifluoromethyl)pyridine-2-carboxamide O=C1NC(CCC1C1=CC=C(C=C1)C1CCN(CC1)CC(=O)N[C@@H](CC1=CC=CC=C1)C=1N=C2N(C=C(C(=C2)OC(C)C)NC(=O)C2=NC(=CC=C2)C(F)(F)F)C1)=O